rac-5-(3-((1R,2R)-6,7-difluoro-2-hydroxy-4,4-dimethyl-1,2,3,4-tetrahydronaphthalen-1-yl)ureido)-3-methyl-N-((5-methyl-1,3,4-oxadiazol-2-yl)methyl)-6-phenylpicolinamide FC=1C=C2C(C[C@H]([C@@H](C2=CC1F)NC(NC=1C=C(C(=NC1C1=CC=CC=C1)C(=O)NCC=1OC(=NN1)C)C)=O)O)(C)C |r|